D-Isoleucyl-L-prolyl-L-arginine N[C@H]([C@H](C)CC)C(=O)N1[C@@H](CCC1)C(=O)N[C@@H](CCCNC(N)=N)C(=O)O